C(CCC)N(CCC[Si](OCC)(OCC)OCC)CCCC 3-dibutylaminopropyltriethoxysilane